Cl.ClC=1C=2N(C=C(N1)C1=CC(=NC=C1OC)[C@@H](C)NCC)N=CN2 (R)-1-(4-(8-chloro-[1,2,4]triazolo[1,5-a]pyrazin-6-yl)-5-methoxypyridin-2-yl)-N-ethylethan-1-amine hydrochloride